C[C@H]1CC[C@@H](N(C1)C(C(=O)OCC(F)(F)F)=O)C1=CC(=CC=C1)N1CCN(CC1)C 2,2,2-trifluoroethyl 2-((2R,5S)-5-methyl-2-(3-(4-methylpiperazin-1-yl)phenyl)piperidin-1-yl)-2-oxoacetate